4-(4-((1S,7R)-2-azabicyclo[5.1.0]octan-2-yl)-8-fluoro-2-(((2R,7aS)-2-fluorotetrahydro-1H-pyrrolizin-7a(5H)-yl)methoxy)pyrido[4,3-d]pyrimidin-7-yl)-5-ethynyl-6-fluoronaphthalen-2-ol [C@H]12N(CCCC[C@@H]2C1)C=1C2=C(N=C(N1)OC[C@]13CCCN3C[C@@H](C1)F)C(=C(N=C2)C2=CC(=CC1=CC=C(C(=C21)C#C)F)O)F